tert-Butyl (1-methyl-3-(4,4,5,5-tetramethyl-1,3,2-dioxaborolan-2-yl)-1H-pyrazol-4-yl)carbamate CN1N=C(C(=C1)NC(OC(C)(C)C)=O)B1OC(C(O1)(C)C)(C)C